6-bromo-2-acetamidobenzothiazole BrC1=CC2=C(N=C(S2)NC(C)=O)C=C1